C(C)(C)(C)C1=NOC(=N1)C(=O)NC1=CC(=C(C=C1)C)C=1C=C(C=2N(C1)C=CN2)N2CCOCC2 3-(Tert-butyl)-N-(4-methyl-3-(8-morpholinoimidazo[1,2-a]pyridin-6-yl)phenyl)-1,2,4-oxadiazole-5-carboxamide